[C@@H]12CN(C[C@H]2C1)C1=CC=C(C=C1)[C@H](C)N1N=CC2=C(C=CC(=C12)C(=O)NC1CC2(CC(C2)C(=O)O)C1)Cl (Sa)-6-(1-((S)-1-(4-((1R,5S)-3-azabicyclo[3.1.0]hexan-3-yl)phenyl)ethyl)-4-chloro-1H-indazole-7-carboxamido)spiro[3.3]heptane-2-carboxylic acid